3-phenylpropyl alcohol C1(=CC=CC=C1)CCCO